FC(OC1=CC=C(C=C1)C1=NC2=C(N1CC=1C=C(OCCCCCC(=O)OCC)C=CC1)C=CC=C2)(F)F Ethyl 6-(3-((2-(4-(trifluoromethoxy)phenyl)-1H-benzo[d]imidazol-1-yl)methyl)phenoxy)hexanoate